CN1N=CC(=C1)C1=NC=C(C=N1)B1OC(C(O1)(C)C)(C)C 2-(1-methyl-1H-pyrazol-4-yl)-5-(4,4,5,5-tetramethyl-1,3,2-dioxaborolan-2-yl)pyrimidine